OCCS(=O)(=O)NC1=CC(=C(C(=O)NC2=NC(=NC(=C2)C(C)(C)O)N2C[C@H](OCC2)C)C=C1)N1CCC2(CC2)CC1 (R)-4-((2-Hydroxyethyl)sulfonamido)-N-(6-(2-hydroxypropan-2-yl)-2-(2-methylmorpholino)pyrimidin-4-yl)-2-(6-azaspiro[2.5]octan-6-yl)benzamide